C(C(C)C)OC=1C=2N(C=CC1C=1C=NNC1)N=C(N2)NC2CCN(CC2)S(=O)(=O)C 8-isobutoxy-N-(1-(methylsulfonyl)piperidin-4-yl)-7-(1H-pyrazol-4-yl)-[1,2,4]triazolo[1,5-a]pyridin-2-amine